5-(pyridin-4-yl)-N-(4-(4-(3,3,3-trifluoropropyl)piperazin-1-yl)pyridin-2-yl)thiazolo[5,4-b]pyridin-2-amine N1=CC=C(C=C1)C1=CC=C2C(=N1)SC(=N2)NC2=NC=CC(=C2)N2CCN(CC2)CCC(F)(F)F